C(CCCCCCC\C=C/CCCCCC)(=O)O anti-palmitoleic acid